C(C)N1C(=[N+](C=C1)CC)C(=O)[O-] 1,3-diethylimidazolium-2-carboxylate